C(C)(=O)O[C@@H]1[C@@H]([C@@H](O[C@H]([C@H]1OC(C)=O)OC(NC1=CC=C(C=C1)COC(NC1=CC=C2C(=CC(OC2=C1)=O)C)=O)=O)C)CC(=O)[O-] [(2S,3R,4R,5S,6S)-4,5-diacetoxy-2-methyl-6-[[4-[(4-methyl-2-oxo-chromen-7-yl)carbamoyloxymethyl]phenyl]carbamoyloxy]tetrahydropyran-3-yl]acetate